N6-(((9H-fluoren-9-yl)methoxy)carbonyl)lysine C1=CC=CC=2C3=CC=CC=C3C(C12)COC(=O)NCCCC[C@H](N)C(=O)O